methyl 5-chloro-2-((1-methylcyclopropane-1-carboxamido)methyl)-1-(phenylsulfonyl)-1H-indole-6-carboxylate ClC=1C=C2C=C(N(C2=CC1C(=O)OC)S(=O)(=O)C1=CC=CC=C1)CNC(=O)C1(CC1)C